COC1=C(C=C(C=C1)/C=C/C(=O)C1=CC=C(OC(C(=O)O)C)C=C1)OCCC 2-[4-[(E)-3-(4-Methoxy-3-propoxyphenyl)prop-2-enoyl]phenoxy]propanoic acid